(1-((2R,5S)-2,5-diethyl-4-(4-methyl-5-oxo-2-(tetrahydro-2H-pyran-2-yl)-4,5-dihydro-2H-pyrazolo[4,3-b]pyridin-7-yl)piperazin-1-yl)ethyl)-1-ethyl-1H-pyrazole-4-carbonitrile C(C)[C@H]1N(C[C@@H](N(C1)C=1C=2C(N(C(C1)=O)C)=CN(N2)C2OCCCC2)CC)C(C)C2=NN(C=C2C#N)CC